N1(CCOCC1)C(=S)SC=1C=C(C=CC1)C m-tolyl morpholine-4-carbodithioate